6-(5,5-dimethyltetrahydrofuran-3-yl)-quinoline-4-carboxamide CC1(CC(CO1)C=1C=C2C(=CC=NC2=CC1)C(=O)N)C